C(#N)C=1C=C(C=CC1)COC1=C(C=C(C(=C1)OCC1=C(C(=CC=C1)C1=CC2=C(OCCO2)C=C1)C)C)CN[C@H](CO)C(=O)O N-[[2-[(3-cyanophenyl)methoxy]-4-[[3-(2,3-dihydro-1,4-benzodioxin-6-yl)-2-methylphenyl]methoxy]-5-methylphenyl]methyl]-D-serine